2-isopropenyl-3,3-dimethyl-pent-4-enal C(=C)(C)C(C=O)C(C=C)(C)C